N1=C(C=CC=C1)CCC=1C=C2C(=CC(=NC2=CC1)NCC(=O)O)C1=CC=NC=C1 (6-(2-(pyridin-2-yl)ethyl)-4-(pyridin-4-yl)quinolin-2-yl)glycine